2-(2'-hydroxy-5'-tert-butylphenyl)-benzotriazole OC1=C(C=C(C=C1)C(C)(C)C)N1N=C2C(=N1)C=CC=C2